(S)-N-(1-(5-(3',5'-difluoro-[1,1'-biphenyl]-4-yl)-1,2,4-oxadiazol-3-yl)ethyl)-3-hydroxy-4-methoxypicolinamide FC=1C=C(C=C(C1)F)C1=CC=C(C=C1)C1=NC(=NO1)[C@H](C)NC(C1=NC=CC(=C1O)OC)=O